C1CNCCC12CCC(CC2)CCO 2-(3-azaspiro[5.5]undecan-9-yl)ethan-1-ol